2-(3-isopropyl-2-(2-methylpyridin-4-yl)-1H-indol-5-yl)-1-(5-methylhexahydropyrrolo[3,4-c]pyrrol-2(1H)-yl)propan-1-one C(C)(C)C1=C(NC2=CC=C(C=C12)C(C(=O)N1CC2CN(CC2C1)C)C)C1=CC(=NC=C1)C